C(C)(ON=C(C)C=1C=CC=2N(C3=CC=C(C=C3C2C1)C(C1=C(C=CC=C1)C)=O)CC)=NO 1-[9-ethyl-6-(2-methylbenzoyl)-9H-carbazol-3-yl]ethanone-1-(O-acetyloxime) oxime